acryloxyoctylmethyldimethoxysilane C(C=C)(=O)OCCCCCCCC[Si](OC)(OC)C